2-(3,5-dichloro-4-((4-isopropyl-5-oxo-4,5-dihydro-1,3,4-oxadiazol-2-yl)methyl)phenyl)-6-methyl-1,2,4-triazine-3,5(2H,4H)-dione ClC=1C=C(C=C(C1CC=1OC(N(N1)C(C)C)=O)Cl)N1N=C(C(NC1=O)=O)C